2-[7-[[4-chloro-3-methyl-1-(p-tolylsulfonyl)indazol-6-yl]amino]-1-oxo-isoindolin-2-yl]-N-(2,2,2-trifluoroethyl)acetamide ClC1=C2C(=NN(C2=CC(=C1)NC=1C=CC=C2CN(C(C12)=O)CC(=O)NCC(F)(F)F)S(=O)(=O)C1=CC=C(C=C1)C)C